N-((2-(2,2,2-Trifluoroethoxy)pyridin-4-yl)methyl)-2-(1-(trifluoromethyl)cyclopropyl)acetamide FC(COC1=NC=CC(=C1)CNC(CC1(CC1)C(F)(F)F)=O)(F)F